6-bromo-1,3,4-trimethyl-1,3-dihydro-2H-benzo[d]imidazol-2-one BrC=1C=C(C2=C(N(C(N2C)=O)C)C1)C